FC(CCCN[C@@H]1CSC2=C(C1)C(=C(C(=C2)O)N2CC(NS2(=O)=O)=O)F)F 5-{(3S)-3-[(4,4-difluorobutyl)amino]-5-fluoro-7-hydroxy-3,4-dihydro-2H-1-benzothiopyran-6-yl}-1λ6,2,5-thiadiazolidine-1,1,3-trione